OC1=C(C=C(C=C1)O)S 2,5-dihydroxyl-thiophenol